DIBENZOTHIOPHENE-2-BORONIC ACID C1=C(C=CC=2SC3=C(C21)C=CC=C3)B(O)O